FC1=C(C=CC(=C1)F)[C@]([C@@H](C)N1CCC(CC1)=CC(=O)NC1=CC=C(C=C1)C)(CN1N=CN=C1)O 2-(1-((2r,3r)-3-(2,4-difluorophenyl)-3-hydroxy-4-(1H-1,2,4-triazol-1-yl)-2-butyl)piperidin-4-ylidene)-N-(4-methylphenyl)acetamide